4,5-dihydroisoxazol-5-carboxylate O1N=CCC1C(=O)[O-]